ClC1=CC(=CN=N1)N1N=C2C=C(C=CC2=C1)[N+](=O)[O-] 2-(6-Chloropyridazin-4-yl)-6-nitro-2H-indazole